1-(4-((1R,2R)-2-(cyclopropylmethyl)-6-hydroxy-1,2,3,4-tetrahydronaphthalen-1-yl)phenyl)piperidine-4-Formaldehyde C1(CC1)C[C@@H]1[C@@H](C2=CC=C(C=C2CC1)O)C1=CC=C(C=C1)N1CCC(CC1)C=O